5-hydroxy-1-(4-bromobenzyl)hydantoin OC1C(NC(N1CC1=CC=C(C=C1)Br)=O)=O